(R)-1-((3-(difluoromethyl)-5-(5,7-difluoroquinolin-4-yl)pyridin-2-yl)oxy)-2,4-dimethylpentan-2-amine FC(C=1C(=NC=C(C1)C1=CC=NC2=CC(=CC(=C12)F)F)OC[C@@](CC(C)C)(N)C)F